C(#N)CNC(C1=CC=C(C=C1)C1=NC(=NC=C1C)NC=1C=NN(C1)C1CC(N(CC1)C)=O)=O N-(cyanomethyl)-4-(5-methyl-2-((1-(1-methyl-2-oxopiperidin-4-yl)-1H-pyrazol-4-yl)amino)pyrimidin-4-yl)benzamide